ClP(C1=CC=C(C=C1)CCCCCCCCCC)C1=CC=C(C=C1)CCCCCCCCCC chlorobis(4-decylphenyl)phosphane